NC1=NC=CC2=CC=C(C=C12)C1=CC=C2CC[C@H](C2=C1)OC1=C(C=CC=C1C#N)CC(=O)OCC (R)-ethyl 2-(2-((6-(1-aminoisoquinolin-7-yl)-2,3-dihydro-1H-inden-1-yl)oxy)-3-cyanophenyl)acetate